CC=1OC2=C(C1)C(=CC=C2NC(C2=CC=CC=C2)C2=CC=CC=C2)C(F)(F)F (2-methyl-4-(trifluoromethyl)benzofuran-7-yl)-1,1-diphenylmethylamine